(2R)-N,N-dimethyl-2-(2-oxo-4-phenyl-chromen-7-yl)oxy-propanamide ethyl-(3S)-1-[(2R)-2-(2-oxo-4-phenyl-chromen-7-yl)oxypropanoyl]piperidine-3-carboxylate C(C)OC(=O)[C@@H]1CN(CCC1)C([C@@H](C)OC1=CC=C2C(=CC(OC2=C1)=O)C1=CC=CC=C1)=O.CN(C([C@@H](C)OC1=CC=C2C(=CC(OC2=C1)=O)C1=CC=CC=C1)=O)C